C(C)(C)(C)[Si](OCCN1N=CC(=C1)B1OC(C(O1)(C)C)(C)C)(C)C tert-butyl-dimethyl-[2-[4-(4,4,5,5-tetramethyl-1,3,2-dioxaborolan-2-yl)pyrazol-1-yl]ethoxy]silane